7-[2-(4-benzyl-1-piperazinyl)ethoxy]-3-acetylcoumarin oxime C(C1=CC=CC=C1)N1CCN(CC1)CCOC1=CC=C2C=C(C(OC2=C1)=NO)C(C)=O